(2S,3S)-2-(Aminomethyl)-4-bromo-5-chloro-6-fluoro-2-phenyl-2,3-dihydrobenzofuran-3-ol NC[C@@]1(OC2=C([C@@H]1O)C(=C(C(=C2)F)Cl)Br)C2=CC=CC=C2